ClC1=CC=C(CC23N(C(C(NC(C(NC(CCC(N(CCC2)C3)=O)=O)C)=O)COC)=O)C)C=C1 13-(4-chlorobenzyl)-10-(methoxymethyl)-7,12-dimethyl-1,6,9,12-tetraazabicyclo[11.3.1]heptadecane-2,5,8,11-tetraone